6-iodohexyltrimethylammonium iodide [I-].ICCCCCC[N+](C)(C)C